C(C1=CC=CC=C1)C1(CC(=NO1)CNC(CC1=CC=CC=C1)=O)C(=O)OC methyl 5-benzyl-3-((2-phenylacetamido)methyl)-4,5-dihydroisoxazole-5-carboxylate